4-bromo-5-[4-(3-trifluoromethyl-benzyloxy)-piperidin-1-yl]-benzofuran-2-carboxylic acid BrC1=C(C=CC2=C1C=C(O2)C(=O)O)N2CCC(CC2)OCC2=CC(=CC=C2)C(F)(F)F